CS(=O)(=O)N[C@@H]1CN(CC1)C(=O)OC(C)(C)C Tert-butyl (3S)-3-methanesulfonamidopyrrolidine-1-carboxylate